(acetylphenyl)diphenyl-sulfonium C(C)(=O)C1=C(C=CC=C1)[S+](C1=CC=CC=C1)C1=CC=CC=C1